P(=O)(OC(C)C)(OC(C)C)OC(C)C tri-(2-propyl) phosphate